4-((tosyl-L-alanyl)oxy)phenyl tosyl-L-alaninate S(=O)(=O)(C1=CC=C(C)C=C1)N[C@@H](C)C(=O)OC1=CC=C(C=C1)OC([C@@H](NS(=O)(=O)C1=CC=C(C)C=C1)C)=O